(S)-N-((S)-2-Cyano-1-(3-(trifluoromethoxy)phenyl)ethyl)-3-hydroxy-4,4-dimethylpentanamid C(#N)C[C@@H](C1=CC(=CC=C1)OC(F)(F)F)NC(C[C@@H](C(C)(C)C)O)=O